C(C)(C)(C)C1=CC2(C(C(=NO2)C2=CC=CC=C2)C2=CC=CC=C2)C=C(C1=O)C(C)(C)C 7,9-di-tert-butyl-3,4-diphenyl-1-oxa-2-azaspiro[4.5]deca-2,6,9-trien-8-one